C(C=C)OC[C@H](O)[C@H]1[C@@H](CC1)CN1C2=C(OC[C@]3(CCCC4=CC(=CC=C34)Cl)C1)C=CC(=C2)C(=O)OC(C)(C)C (S)-TERT-BUTYL 5-(((1R,2R)-2-((R)-2-(ALLYLOXY)-1-HYDROXYETHYL)CYCLOBUTYL)METHYL)-6'-CHLORO-3',4,4',5-TETRAHYDRO-2H,2'H-SPIRO[BENZO[B][1,4]OXAZEPINE-3,1'-NAPHTHALENE]-7-CARBOXYLATE